(R)-6-chloro-3-((1-(2-cyano-3-(4-(2,2-difluoroethyl)piperazin-1-yl)-7-methylquinoxalin-5-yl)ethyl)amino)picolinic acid ClC1=CC=C(C(=N1)C(=O)O)N[C@H](C)C1=C2N=C(C(=NC2=CC(=C1)C)C#N)N1CCN(CC1)CC(F)F